C(C)(=O)NC1=CC=C(C=C1)CN(CC1=CC=C(C=C1)CNCC1=NC=CC=C1)C1CCCC=2C=CC=NC12 N-[(4-acetamidophenyl)methyl]-N'-(2-pyridinylmethyl)-N-(5,6,7,8-tetrahydro-8-quinolinyl)-1,4-benzenedimethanamine